8-Cyclobutyl-2-((2-methoxy-4-(4-methylpiperazin-1-yl)phenyl)amino)-6-methylpyrido[2,3-d]pyrimidine-7(8H)-one C1(CCC1)N1C(C(=CC2=C1N=C(N=C2)NC2=C(C=C(C=C2)N2CCN(CC2)C)OC)C)=O